FC1(CN(CC1OC1=NC=C(C=C1)OC(F)(F)F)C=1C=2N(N=C(C1)C=1C(=NC(=NC1)OC)OC)C=CN2)F 8-(3,3-difluoro-4-((5-(trifluoromethoxy)pyridin-2-yl)oxy)pyrrolidin-1-yl)-6-(2,4-dimethoxypyrimidin-5-yl)imidazo[1,2-b]pyridazine